(2S,5R)-5-(2,6-difluorophenyl)-1-(2'-methoxy-[1,1'-biphenyl]-4-carbonyl)pyrrolidine-2-carboxylic acid FC1=C(C(=CC=C1)F)[C@H]1CC[C@H](N1C(=O)C1=CC=C(C=C1)C1=C(C=CC=C1)OC)C(=O)O